6-((3,3-difluoropiperidin-4-yl)thio)-3-isopropyl-N-(2-methoxybenzyl)imidazo[1,2-b]pyridazin-8-amine hydrochloride Cl.FC1(CNCCC1SC=1C=C(C=2N(N1)C(=CN2)C(C)C)NCC2=C(C=CC=C2)OC)F